N-(4-(cis-bicyclo[3.1.0]hexan-3-yloxy)-3-fluorophenyl)-2-(3-azabicyclo[3.2.0]heptan-3-yl)-5-(2,2,2-trifluoroethyl)oxazole-4-carboxamide C12CC(CC2C1)OC1=C(C=C(C=C1)NC(=O)C=1N=C(OC1CC(F)(F)F)N1CC2CCC2C1)F